COC(C)(CCC[C@@H](CCC[C@@H](CCCC(C)C)C)C)OC (6R,10R)-2,2-dimethoxy-6,10,14-trimethylpentadecane